C(C1=CC=CC=C1)S(=O)(=O)C(C(O)O)C 2-(benzylsulfonyl)propanediol